pyrazol-4-ylcarboxamide N1N=CC(=C1)C(=O)N